2-dicarboxymethylpropane-1,3-dicarboxylic acid C(=O)(O)C(C(CC(=O)O)CC(=O)O)C(=O)O